C(C)(C)(C)OC(=O)NOCC(=O)O N-tert-butyloxycarbonyl-O-(carboxymethyl)hydroxyamine